C(C1=CC=CC=C1)N1CC=C(C=C1)C=1SC(=C2OCCOC21)C2=CC=NC=C2 1-benzyl-4-(7-(pyridin-4-yl)-2,3-dihydrothieno[3,4-b][1,4]dioxin-5-yl)pyridine